2-(4-(trifluoromethyl)thiazol-2-yl)ethanone FC(C=1N=C(SC1)CC=O)(F)F